(E)-2-ethoxy-5-(1-propenyl)phenol C(C)OC1=C(C=C(C=C1)\C=C\C)O